(5,5,8,8-tetramethyl-5,6,7,8-tetrahydronaphtho[2,3-b]thiophen-3-yl)boronic acid CC1(C2=CC3=C(SC=C3B(O)O)C=C2C(CC1)(C)C)C